CON(C([C@H](CC)NC(OC(C)(C)C)=O)=C=O)C tert-butyl (S)-(1-(methoxy(methyl)amino)-1-carbonylbutane-2-yl)carbamate